(16R)-12-(2,6-dimethylphenyl)-18-ethyl-15-oxa-8λ6-thia-1,9,11,18,22-pentaazatetracyclo[14.4.1.13,7.110,14]tricosa-3(23),4,6,10,12,14(22)-hexaene-2,8,8-trione CC1=C(C(=CC=C1)C)C=1N=C2NS(C3=CC=CC(C(N4CCN(C[C@@H](OC(C1)=N2)C4)CC)=O)=C3)(=O)=O